6-(4-(2,2-Dimethoxyethyl)piperidin-1-yl)-3-(((2,6-dioxopiperidin-3-yl)amino)methyl)benzofuran-2-carboxylic acid COC(CC1CCN(CC1)C1=CC2=C(C(=C(O2)C(=O)O)CNC2C(NC(CC2)=O)=O)C=C1)OC